FC=1C(=NC(=NC1)NC1=NC=C(C=C1)C1CCN(CC1)C)C1=C(C2=C(S1)C1(CC1)NC2=O)C 2-[5-Fluoro-2-[[5-(1-methylpiperidin-4-yl)pyridin-2-yl]amino]pyrimidin-4-yl]-3-methylspiro[5H-thieno[2,3-c]pyrrole-6,1'-cyclopropane]-4-one